CN1C=C(C2=CC=C(C=C12)C)CCNS(=O)(=O)N1CC(CCC1)C N-[2-(1,6-dimethyl-1H-indol-3-yl)ethyl]-3-methyl-1-piperidinesulfonamide